4-(2-amino-3-(2H-tetrazol-2-yl)propoxy)benzoic acid NC(COC1=CC=C(C(=O)O)C=C1)CN1N=CN=N1